L-valine ethyl ester C(C)OC([C@@H](N)C(C)C)=O